O1[C@H](COC2=C1C=CC=C2)CN2C[C@H](CCC2)C=2C=C(C=CC2)N 3-{(R)-1-[(S)-1-(2,3-dihydro-benzo[1,4]dioxin-2-yl)methyl]-piperidin-3-yl}-phenylamine